C(C)(C)O[Zr](C(CC(=O)COCC)=O)(C(CC(=O)COCC)=O)OC(C)C di-isopropoxybis(ethoxyacetoacetyl)zirconium